BrC=1C(=NC(=NC1)NC1=C(C=C(C(=C1)CC)N1C[C@@H]2CN(C[C@@H]2C1)C)OC)NC=1C(=C2N=CC=NC2=CC1)NS(=O)(=O)C N-(6-((5-bromo-2-((5-ethyl-2-methoxy-4-((3aR,6aS)-5-methylhexahydropyrrolo[3,4-c]pyrrol-2(1H)-yl)phenyl)amino)pyrimidin-4-yl)amino)quinoxalin-5-yl)methanesulfonamide